N[C@@H](C(=O)NC)CC (R)-2-amino-N-methylbutanamide